C(C=CC1=CC=CC=C1)N1N=NC(=C1)CN1N=NN=C1 1-((1-cinnamyl-1H-1,2,3-triazol-4-yl)methyl)-1H-tetrazole